CN(/C=C/C(=O)C1CCOCC1)C (E)-3-(dimethylamino)-1-(tetrahydro-2H-pyran-4-yl)prop-2-en-1-one